N1C=C(C2=CC=CC=C12)CCC=1SC=2N=C(N=C(C2N1)N)C=1C(=NC(=CC1)OC)OC (2-(1H-indol-3-yl)ethyl)-5-(2,6-dimethoxypyridin-3-yl)thiazolo[5,4-d]pyrimidin-7-amine